N[C@H](C(F)C1=C(C2=NC(=CC(=C2S1)NCC=1OC=CC1)Cl)Br)C 2-[(2S)-2-amino-1-fluoropropyl]-3-bromo-5-chloro-N-[(furan-2-yl)methyl]thieno[3,2-b]pyridin-7-amine